methyl 1-cyclopropyl-6-oxo-4-(((trifluoromethyl)sulfonyl)oxy)-1,6-dihydropyridine-3-carboxylate C1(CC1)N1C=C(C(=CC1=O)OS(=O)(=O)C(F)(F)F)C(=O)OC